C(CCCCCCC\C=C/C\C=C/CCCCC)(=O)OCC(COC(CC1C2CC3CC(CC1C3)C2)=O)COC([C@@H](N(C)C)CC2=CNC=N2)=O 3-(2-((1S,2R,5R)-adamantan-2-yl)acetoxy)-2-(((Nα,Nα-dimethyl-L-histidyl)oxy)methyl)propyl (9Z,12Z)-octadeca-9,12-dienoate